ClC1=C(C=CC(=C1)OCC(CO)O)C=1C=C2C(=NC1)NC=C2C(=O)C=2C(=C(C(=CC2)F)NS(=O)(=O)CCC)F N-(3-(5-(2-chloro-4-(2,3-dihydroxypropoxy)phenyl)-1H-pyrrolo[2,3-b]pyridine-3-carbonyl)-2,6-difluorophenyl)propane-1-sulfonamide